BrC1=CC=CC2=C1OC(CO2)CNC(=O)C=2OC(=CC2)CN2CCN(CC2)C 5-(4-Methyl-piperazin-1-ylmethyl)-furan-2-carboxylic acid (8-bromo-2,3-dihydro-benzo[1,4]dioxin-2-ylmethyl)-amide